ethyl 6-carbamoyl-5-[4-(trifluoromethyl)anilino]pyrazine-2-carboxylate C(N)(=O)C1=C(N=CC(=N1)C(=O)OCC)NC1=CC=C(C=C1)C(F)(F)F